5-fluoro-1,3-dihydro-2H-benzo[d]imidazol-2-one FC1=CC2=C(NC(N2)=O)C=C1